BrC1=CC=C(C=C1)N1C(N(C2=C1C=CC=C2)CC(=O)OCC)=O ethyl 2-[3-(4-bromophenyl)-2-oxo-benzimidazol-1-yl]acetate